Ethyl-(2S)-2-[4,5-dichloro-2-(4-ethoxy-4,5-dihydroisoxazol-3-yl)phenoxy]propanoat C(C)OC([C@H](C)OC1=C(C=C(C(=C1)Cl)Cl)C1=NOCC1OCC)=O